C(#N)C1=NC2=CC(=CC(=C2C=C1C1=CC=C(C=C1)N1CCC(CC1)(C)OC)C(C)NC1=C(C(=O)O)C=CC=C1)C 2-((1-(2-cyano-3-(4-(4-methoxy-4-methylpiperidin-1-yl)phenyl)-7-methylquinolin-5-yl)ethyl)amino)benzoic acid